ClC=1C=C(C=CC1F)S(=O)(=O)NC1=CC=C(C(=O)NC=2C=C(C=CC2)C)C=C1 4-((3-chloro-4-fluorophenyl)sulfonamido)-N-(m-tolyl)benzamide